1,3-divinyltetramethyldisiloxane platinum [Pt].C(=C)[Si](O[Si](C=C)(C)C)(C)C